N-(4-phenylbutyl)-1H-1,2,4-triazole-3-carboxamide C1(=CC=CC=C1)CCCCNC(=O)C1=NNC=N1